COCC#CC1=CC=C(C=C1)NC(=O)C=1N=CN2C1N=C(C=C2C)C N-(4-(3-Methoxyprop-1-Yn-1-yl)-Phenyl)-2,4-Dimethylimidazo[1,5-a]Pyrimidine-8-Carboxamide